3-methylimidazole iron tetrachloride salt [Fe](Cl)(Cl)(Cl)Cl.CN1C=NC=C1